N-((1S,9S)-9-ethyl-5-fluoro-9-hydroxy-4-methyl-10,13-dioxo-2,3,9,10,13,15-hexahydro-1H,12H-benzo[de]pyrano[3',4':6,7]indolizino[1,2-b]quinolin-1-yl)-2-mercaptoacetamide C(C)[C@]1(C(OCC=2C(N3CC=4C(=NC=5C=C(C(=C6C5C4[C@H](CC6)NC(CS)=O)C)F)C3=CC21)=O)=O)O